2-morpholino-9-(1-nicotinoylazetidin-3-yl)-9H-purin-6-yl 4-methylbenzenesulfonate CC1=CC=C(C=C1)S(=O)(=O)OC1=C2N=CN(C2=NC(=N1)N1CCOCC1)C1CN(C1)C(C1=CN=CC=C1)=O